FC1CS(OCC=C1)(=O)=O 4-fluoro-4,7-dihydro-3H-oxathiepine 2,2-dioxide